FC(C(C)(C)O)(F)C=1C=C(C=CC1)[C@@H](C)NC1=NN=C(C=2C=C3C(=CC12)C(C(N3C)=O)(OC)CC)C 5-[[(1R)-1-[3-(1,1-difluoro-2-hydroxy-2-methyl-propyl)phenyl]ethyl]amino]-3-ethyl-3-methoxy-1,8-dimethyl-pyrrolo[2,3-g]phthalazin-2-one